6-(benzyloxy)-3-(nitromethyl)benzo[c][1,2]oxaborol-1(3H)-ol C(C1=CC=CC=C1)OC=1C=CC2=C(B(OC2C[N+](=O)[O-])O)C1